N-(tert-butyl)-3-(5''-((2-fluoroethyl)sulphonamido)dispiro[cyclopropane-1,1'-cyclohexane-4',3''-indoline]-1''-carbonyl)benzenesulfonamide C(C)(C)(C)NS(=O)(=O)C1=CC(=CC=C1)C(=O)N1CC2(C3=CC(=CC=C13)NS(=O)(=O)CCF)CCC1(CC2)CC1